tri(4-bromophenyl)triazine BrC1=CC=C(C=C1)C1=C(C(=NN=N1)C1=CC=C(C=C1)Br)C1=CC=C(C=C1)Br